1,2-ethylenebis[1,3-dihydro-1,3-dioxoisobenzofuran-5-carboxylate] C(CC1=C2C(OC(C2=CC=C1C(=O)[O-])=O)=O)C1=C2C(OC(C2=CC=C1C(=O)[O-])=O)=O